8-((2s,5s)-4-(di-p-tolylmethyl)-5-(hydroxymethyl)-2-methylpiperazin-1-yl)-5-methyl-6-oxo-5,6-dihydro-1,5-naphthyridine-2-carbonitrile C1(=CC=C(C=C1)C(N1C[C@@H](N(C[C@H]1CO)C1=CC(N(C=2C=CC(=NC12)C#N)C)=O)C)C1=CC=C(C=C1)C)C